2-methyl-2-(5-{[3-(5-{[(1-methylazetidin-3-yl)amino]methyl}-1-(2,2,2-trifluoroethyl)-1H-indol-2-yl)prop-2-yn-1-yl]amino}pyridin-2-yl)propanenitrile CC(C#N)(C)C1=NC=C(C=C1)NCC#CC=1N(C2=CC=C(C=C2C1)CNC1CN(C1)C)CC(F)(F)F